isopropyl (4S,6R)-5-acetamido-6-((1R,2R)-3-(((((E)-cyclooct-2-en-1-yl)oxy)carbonyl)amino)-1,2-dihydroxypropyl)-2,4-dihydroxytetrahydro-2H-pyran-2-carboxylate C(C)(=O)NC1[C@H](CC(O[C@H]1[C@@H]([C@@H](CNC(=O)OC1\C=C\CCCCC1)O)O)(C(=O)OC(C)C)O)O